(R)-2-(ethylamino)-N-(1-(naphthalen-1-yl)ethyl)-5-(pyridin-4-ylamino)benzamide C(C)NC1=C(C(=O)N[C@H](C)C2=CC=CC3=CC=CC=C23)C=C(C=C1)NC1=CC=NC=C1